BrCCOC=1C=C2CCC(N(C2=NC1)C1CC(C1)(C)O)=O 6-(2-bromoethoxy)-1-[(cis)-3-hydroxy-3-methylcyclobutyl]-1,2,3,4-tetrahydro-1,8-diaza-2-naphthalenone